(S)-4-t-butoxycarbonyl-2-acetylmorpholine C(C)(C)(C)OC(=O)N1C[C@H](OCC1)C(C)=O